NC=1C=CN=NC1 5-amino-pyridazine